Cl.C(C1CO1)OCCOCC1CO1 ethylene glycol diglycidyl ether hydrochloride